CC1=NNC2=NC=C(C=C21)C2=CN=C1N2N=C(C=C1)N1CCC2(CCCOC2)CC1 9-(3-(3-methyl-1H-pyrazolo[3,4-b]pyridin-5-yl)imidazo[1,2-b]pyridazin-6-yl)-2-oxa-9-azaspiro[5.5]undecane